C(#N)C1(CC1)C1=CC=C(C=C1)C1=C(C=NC2=CC=C(C=C12)F)C(=O)NC=1C=NN(C1)CC(=O)NC1CC1 4-(4-(1-cyanocyclopropyl)phenyl)-N-(1-(2-(cyclopropylamino)-2-oxoethyl)-1H-pyrazol-4-yl)-6-fluoroquinoline-3-carboxamide